benzylamino-tetrazine C(C1=CC=CC=C1)NC=1N=NN=NC1